C(C)(C)(C)OC(NCC=1C(=NC=CC1I)OC(F)F)=O (2-(difluoromethoxy)-4-iodopyridin-3-yl)methyl-carbamic acid tert-butyl ester